CC1=C(C=CC=C1COC1=CC=C(C=N1)CNCCOCCOCCOCCC(=O)N)C1=CC=CC=C1 1-(6-((2-methyl-[1,1'-biphenyl]-3-yl)methoxy)pyridin-3-yl)-5,8,11-trioxa-2-azatetradecan-14-amide